[N+](=O)([O-])C(C1=NC(=NO1)C1=NNN=C1C1=NOC(=N1)C([N+](=O)[O-])([N+](=O)[O-])[N+](=O)[O-])([N+](=O)[O-])[N+](=O)[O-] 4,5-bis(5-(trinitromethyl)-1,2,4-oxadiazole-3-yl)-2H-1,2,3-triazole